N-ethyl-3-(6-(((3aR,5s,6aS)-2-((tetrahydro-2H-pyran-4-yl)methyl)octahydrocyclopenta[c]pyrrol-5-yl)amino)pyridazin-3-yl)benzamide C(C)NC(C1=CC(=CC=C1)C=1N=NC(=CC1)NC1C[C@@H]2[C@@H](CN(C2)CC2CCOCC2)C1)=O